ClC=1C=C(C=C(C1)Cl)N1C(N(N=C1)C1=NC(=C(C=C1)S(=O)(=O)CC)C1=NC=2N(C=C1)N=C(C2)C(F)(F)F)=O 4-(3,5-dichlorophenyl)-2-(5-(ethylsulfonyl)-6-(2-(trifluoromethyl)pyrazolo[1,5-a]pyrimidin-5-yl)pyridin-2-yl)-2,4-dihydro-3H-1,2,4-triazol-3-one